3-aminopropyl (2E,4E)-5-(4-methoxyphenyl)penta-2,4-dienoate hydrochloride Cl.COC1=CC=C(C=C1)/C=C/C=C/C(=O)OCCCN